CN1C(C(=C(C2=CC=CC=C12)N1CCC(CC1)C=1OC(=NN1)C1=CC(=CC=C1)C)C#N)=O 1-methyl-4-{4-[5-(3-methylphenyl)-1,3,4-oxadiazol-2-yl]piperidin-1-yl}-2-oxo-1,2-dihydroquinoline-3-carbonitrile